N-methyl-4-vinyl-pyridine iodide [I-].CN1CC=C(C=C1)C=C